C(C)OC(C(C1=C2N(C=N1)C[C@@H](C2)F)N2N=C1C(=C(C=C(C1=C2)Cl)Br)C)=O.CC2=C(C=C(C(=O)N)C=C2)NCC=2C=NC1=CC=CC=C1C2 4-methyl-3-{[(quinolin-3-yl)methyl]amino}benzamide ethyl-2-(6-bromo-4-chloro-7-methyl-2H-indazol-2-yl)-2-((R)-6-fluoro-6,7-dihydro-5H-pyrrolo[1,2-c]imidazol-1-yl)acetate